FC1=C(C=CC=C1)C1=CC2=CN(C=CC2=N1)CN1N=NC2=C1C=CC=C2 1-{[2-(2-fluorophenyl)-5H-pyrrolo[3,2-c]pyridin-5-yl]methyl}-1H-benzotriazole